[N+](=O)([O-])C1=CC=C(C=C1)CCNC(=O)C1NCCC1 N-[2-(4-nitrophenyl)ethyl]Pyrrolidine-2-carboxamide